(3R)-3-{[10-bromo-2-(3-fluorophenyl)[1,2,4]triazolo[1,5-c]quinazolin-5-yl]amino}azepan-2-one BrC=1C=2C=3N(C(=NC2C=CC1)N[C@H]1C(NCCCC1)=O)N=C(N3)C3=CC(=CC=C3)F